BrC1=CC=C(C=C1)C(\C=C\C1=CC(=C(C=C1)CN1CCCCC1)O)=O (E)-1-(4-Bromophenyl)-3-[3-hydroxy-4-(piperidin-1-ylmethyl)phenyl]prop-2-en-1-one